ClC=1C(=C2C(=NC1)NC(=N2)C2=CC=C(C=C2)N2CCN(CC2)CCNC2=CC=NN2C)NC2CCN(CC2)CC2=CC=C(C=C2)OC 6-Chloro-N-[1-(4-methoxybenzyl)piperidin-4-yl]-2-[4-(4-{2-[(1-methyl-1H-pyrazol-5-yl)amino]ethyl}piperazin-1-yl)phenyl]-3H-imidazo[4,5-b]pyridin-7-amine